COC(C1=CC(=C(C=C1)CN1N=C(C=2N=C(N=C(C21)NCCCC)N)C)OC)=O.C(#N)/C(/C(=O)NC2=CC=C(C=C2)OC)=C(\C=2C=NOC2C)/O (Z)-2-cyano-3-hydroxy-N-(4-methoxyphenyl)-3-(5-methylisoxazol-4-yl)acrylamide methyl-4-((5-amino-7-(butylamino)-3-methyl-1H-pyrazolo[4,3-d]pyrimidin-1-yl)methyl)-3-methoxybenzoate